FC(C=1C=CC(=NC1)OC1CCC(CC1)C(=O)O)(F)F 4-{[5-(trifluoromethyl)pyridin-2-yl]oxy}cyclohexane-1-carboxylic acid